3-CHLORO-4-MORPHOLINOPHENYLBORONIC ACID ClC=1C=C(C=CC1N1CCOCC1)B(O)O